O1CC(C1)NC=1N=C2C(=NC1)N(C=C2C2CCN(CC2)C(=O)OC(C)(C)C)COCC[Si](C)(C)C tert-butyl 4-[2-(oxetan-3-ylamino)-5-(2-trimethylsilylethoxymethyl)pyrrolo[2,3-b]pyrazin-7-yl]piperidine-1-carboxylate